FC(C1=NC(=CC(=C1)C1=NN=C2N1C(=NC(=C2)C2=C(C=C(C=C2)F)F)N)C)F (2-(difluoromethyl)-6-methylpyridin-4-yl)-7-(2,4-difluorophenyl)-[1,2,4]triazolo[4,3-c]pyrimidin-5-amine